(S)-N-hydroxypropyl-alanine ethyl ester C(C)OC([C@@H](NCCCO)C)=O